7-[2-fluoro-4-(2-tetrahydropyran-4-yloxyethoxy)phenoxy]-1-methyl-indazole-5-carboxamide FC1=C(OC=2C=C(C=C3C=NN(C23)C)C(=O)N)C=CC(=C1)OCCOC1CCOCC1